Ethyl-1-(4-aminobutyl)-7-[3-(bromomethyl)-1,5-dimethyl-1H-pyrazol-4-yl]-6-chloro-3-{3-[(6-fluoronaphthalen-1-yl)oxy]propyl}-1H-indole-2-carboxylate C(C)OC(=O)C=1N(C2=C(C(=CC=C2C1CCCOC1=CC=CC2=CC(=CC=C12)F)Cl)C=1C(=NN(C1C)C)CBr)CCCCN